BrC=1C=CC(=C(C1)C1=CC(=NC=C1)N)OC 4-(5-bromo-2-methoxyphenyl)pyridin-2-amine